C(C)(C)(C)OC(=O)N1CC(=CC(=C1)C(C)C)S(=O)(=O)C1=CC=C(C(=O)O)C=C1 4-[N-t-butoxycarbonyl-S-(5-isopropyl-3-pyridinyl)sulfonyl]benzoic acid